N1(CCC(CC1)C(=O)OC(C)(C)C)C1CCNCC1 tert-butyl [1,4'-bipiperidine]-4-carboxylate